FC=1C(=CC=C2C(=NC(=NC12)OCC12CCCN2CCC1)N1C[C@H]2CC[C@@H](C1)N2C(CC(=O)O)=O)C2=CC(=CC1=CC=CC=C21)O 3-((1R,5S)-3-(8-fluoro-7-(3-hydroxynaphthalen-1-yl)-2-((tetrahydro-1H-pyrrolizin-7a(5H)-yl)methoxy)quinazolin-4-yl)-3,8-diazabicyclo[3.2.1]octan-8-yl)-3-oxopropanoic acid